ClC=1C=C(C=CC1F)NC(=O)C1=C2CC[C@@H](C2=C(C=C1)F)NC(OCCO[Si](C)(C)C(C)(C)C)=O 2-((tert-Butyldimethylsilyl)oxy)ethyl (S)-(4-((3-chloro-4-fluorophenyl)carbamoyl)-7-fluoro-2,3-dihydro-1H-inden-1-yl)carbamate